tris(dimethyl-amino)chlorosilane CN(C)[Si](Cl)(N(C)C)N(C)C